O=C1N(C=2C(=NC=C(C2)C2CCOCC2)N1)C1CCN(CC1)C(=O)OC(C)(C)C tertbutyl 4-(2-oxo-6-tetrahydropyran-4-yl-3H-imidazo[4,5-b]pyridin-1-yl)piperidine-1-carboxylate